4-bromo-N-(4-(4,4-difluoropiperidin-1-yl)-6-methylpyrimidin-2-yl)-5-fluoro-2-(6-azaspiro[2.5]octan-6-yl)benzamide BrC1=CC(=C(C(=O)NC2=NC(=CC(=N2)N2CCC(CC2)(F)F)C)C=C1F)N1CCC2(CC2)CC1